ClC=1C=CC(=C2C=NN(C12)COCC[Si](C)(C)C)C1=CN=NN1 7-chloro-4-(1H-1,2,3-triazol-5-yl)-1-((2-(trimethylsilyl)ethoxy)methyl)-1H-indazole